(5s,7s)-5-(2,5-difluorophenyl)-7-fluoro-2-[(R)-fluoromethylsulfinyl]-6,7-dihydro-5H-pyrrolo[1,2-b][1,2,4]triazole FC1=C(C=C(C=C1)F)[C@@H]1C[C@@H](C=2N1N=C(N2)[S@@](=O)CF)F